6-(1,1-difluoroethyl)-3-fluoro-1H-pyrrolo[3,2-b]pyridine FC(C)(F)C=1C=C2C(=NC1)C(=CN2)F